FC=1C(=CC(=C(C1)NC=1C=CC2=C(OCC(N2C)=O)C1)C)N1CCC(CC1)C(F)(F)F 7-((5-fluoro-2-methyl-4-(4-(trifluoromethyl)piperidin-1-yl)phenyl)amino)-4-methyl-2H-benzo[b][1,4]oxazin-3(4H)-one